FC1=C(C(=CC(=C1)F)SC)C1=C2C(=C(N=C1C1=NN3C([C@H](NC[C@@H]3C)C)=C1)C1=CC3=C(N(C(=N3)C)C)C=C1)SC=C2F 4-((S)-2,4-difluoro-6-(methylthio)phenyl)-7-(1,2-dimethyl-1H-benzo[d]imidazol-5-yl)-5-((4R,7S)-4,7-dimethyl-4,5,6,7-tetrahydropyrazolo[1,5-a]pyrazin-2-yl)-3-fluorothieno[2,3-c]pyridine